[OH-].[OH-].[OH-].[Fe+3] Iron(III) trihydroxide